N-(4-(2-((2S,5R)-2-(1-(4-bromophenyl)-3-(4-fluorophenyl)-1H-pyrazole-4-yl)-5-methyl-4-oxooxazolidin-3-yl)ethyl)-2-fluorophenyl)acetamide BrC1=CC=C(C=C1)N1N=C(C(=C1)[C@@H]1O[C@@H](C(N1CCC1=CC(=C(C=C1)NC(C)=O)F)=O)C)C1=CC=C(C=C1)F